2-[2-methyl-4-(1-tetrahydropyran-2-yl-3-vinyl-indazol-5-yl)pyrazol-3-yl]oxy-propionic acid methyl ester COC(C(C)OC=1N(N=CC1C=1C=C2C(=NN(C2=CC1)C1OCCCC1)C=C)C)=O